Dianthramine C1=CC(=C(C=C1O)NC2=C(C=CC(=C2)O)C(=O)O)C(=O)O